racemic-(3R,4R)-4-(hydroxymethyl)-3-(1-methyl-1H-pyrazol-4-yl)piperidine-1-carboxylic acid tert-butyl ester C(C)(C)(C)OC(=O)N1C[C@H]([C@@H](CC1)CO)C=1C=NN(C1)C |r|